C(C)(C)(C)OCCOCCOCCO triethylene glycol monotertiary butyl ether